2,6-dimethyl-3,6-dihydro-4H-[1,4]Oxazine CC1OC(CNC1)C